2-n-octyl-3-isothiazolone C(CCCCCCC)N1SC=CC1=O